C(C=CC1=CC=CC=C1)(=O)NC(=N)N(C)C N-Cinnamoyl-N',N'-dimethylguanidine